N-[(5-Chlorothiophen-2-yl)methyl]-3-{1-[(6-methylpyridin-2-yl)methyl]piperidin-4-yl}-1H-pyrazol-5-amin ClC1=CC=C(S1)CNC1=CC(=NN1)C1CCN(CC1)CC1=NC(=CC=C1)C